4,5-dihydroxyl-1,3-benzenedisulfonic acid disodium salt [Na+].[Na+].OC1=C(C=C(C=C1O)S(=O)(=O)[O-])S(=O)(=O)[O-]